6-(3-(2-(1-(5-fluoropyridin-2-yl)cyclobutoxy)acetyl)-3,8-diazabicyclo[3.2.1]octan-8-yl)nicotinonitrile FC=1C=CC(=NC1)C1(CCC1)OCC(=O)N1CC2CCC(C1)N2C2=NC=C(C#N)C=C2